C1(CCCCC1)[C@H](C)N (S)-1-cyclohexylethanamine